FC1=CC=C(C=C1)N1C(=NC=C(C1=O)C(=O)NC1=CC=C(C=C1)OC1=CC=NC2=CC=C(N=C12)OC)C 1-(4-Fluorophenyl)-N-[4-[(6-methoxy-1,5-naphthyridin-4-yl)oxy]phenyl]-2-methyl-6-oxopyrimidine-5-carboxamide